2-((Furan-3-ylmethyl)amino)-4-methoxybenzoic Acid O1C=C(C=C1)CNC1=C(C(=O)O)C=CC(=C1)OC